OC1=C(C=C(C=C1)CCC(C(=O)NC)C1=CC(=C(C=C1)OC)O)OC 2-(4-hydroxy-3-methoxyphenyl)ethyl-N-methyl-3-hydroxy-4-methoxyphenylacetic acid amide